ClC=1C=CC(=NC1)OC=1C=C(C=CC1)NC(=S)NC(=O)C=1SC=CC1 N-[(3-(5-chloropyridin-2-yloxy)phenyl)thiocarbamoyl]thiophene-2-carboxamide